C(#N)C(CNC=1C(=CC=C2C=CC(=CC12)C1=CC=CC(=N1)C(=O)N[C@H]1CN(CCC1)C)OC)=C 6-{8-[(2-cyano-2-methylideneethyl)amino]-7-methoxynaphthalen-2-yl}-N-[(3R)-1-methylpiperidin-3-yl]pyridine-2-carboxamide